3-(2-(1-(trans-3-(aminomethyl)cyclobutyl)-3-cyclopropyl-1H-pyrazol-4-yl)pyridin-3-yl)cyclobutan-1-ol NC[C@@H]1C[C@H](C1)N1N=C(C(=C1)C1=NC=CC=C1C1CC(C1)O)C1CC1